(Z)-2-(2-oxo-3-tolylthiazolin-4-ylidene)acetic acid ethyl ester C(C)OC(\C=C\1/N=C(SC1)C=1C(C(C=CC1)C)=O)=O